ClC=1C=C(C=CC1)[C@H](C(=O)N1CC2=C(CCC1)N=C(NC2=O)C2(CC2)C2=CC(=CC=C2)Cl)O (R)-6-(2-(3-chlorophenyl)-2-hydroxyacetyl)-2-(1-(3-chlorophenyl)cyclopropyl)-3,5,6,7,8,9-hexahydro-4H-pyrimido[5,4-c]azepin-4-one